C[C@@H]1CN(CCC1)CC1=CC(=C2C=NC(C2=C1)=O)C(F)(F)F (S)-6-((3-methylpiperidin-1-yl)methyl)-4-(trifluoromethyl)isoindol-1-one